C(C)(=O)OC1(C(N(CC1)C=1C=C2C=CN(C2=CC1)S(=O)(=O)C1=CC=CC=C1)=O)C(NCC1=CC(=CC(=C1)F)F)=O 3-((3,5-difluorobenzyl)carbamoyl)-2-oxo-1-(1-(phenylsulfonyl)-1H-indol-5-yl)pyrrolidin-3-yl acetate